1-trifluoromethyl-naphthalene FC(C1=CC=CC2=CC=CC=C12)(F)F